ClC1=C(C=C2C=C(N=CC2=C1)NC(=O)[C@@H]1[C@H](C1)C=1N(N=CC1)C(C)C)N1CCN(CC1)[C@@]1(COC[C@@H]1O)C (1S,2S)-N-[7-chloro-6-[4-((3R,4R)-4-hydroxy-3-methyl-tetrahydrofuran-3-yl)piperazin-1-yl]-3-isoquinolinyl]-2-(2-isopropylpyrazol-3-yl)cyclopropanecarboxamide